[Li].C1(=CC=CC=C1)C1=CC=CC=C1 biphenyl lithium salt